N=1N=C(NC1)NC(=O)C=1N=C(C=2OCC3COCC(N3C2N1)C)C(C)(C)S(=O)(=O)C (4bS,6R)-1-(1-methanesulfonyl-1-methyl-ethyl)-5-methyl-5,6,8a,9-tetrahydro-8H-7,10-dioxa-2,4,4b-triazaphenanthrene-3-carboxylic acid (4H-[1,2,4]triazol-3-yl)-amide